[H-].C(C1=CC=CC=C1)[AlH2] benzylaluminum dihydride Hydride